ClC1=CC=C(C=C1)N1C(N=C(C2=C1C=C(S2)C(F)(F)F)NC)=O (4-chlorophenyl)-4-(methylamino)-6-(trifluoromethyl)thieno[3,2-d]pyrimidin-2(1H)-one